(cis)-tert-Butyl 3,3-difluoro-4-(3-(methoxycarbonyl)cyclobutyl)hexahydropyrrolo[3,2-b]pyrrole-1(2H)-carboxylate FC1([C@H]2[C@@H](N(C1)C(=O)OC(C)(C)C)CCN2C2CC(C2)C(=O)OC)F